N2-(3-tert-butylcarbonylaminophenyl)-N4-(3-hydroxyphenyl)-5-fluoro-2,4-pyrimidinediamine C(C)(C)(C)C(=O)NC=1C=C(C=CC1)NC1=NC=C(C(=N1)NC1=CC(=CC=C1)O)F